C(CCCCCCC\C=C/C\C=C/CCCCC)(=O)OC[C@@H]([C@@H](C(OCOC(=O)OC1=CC=CC=C1)=O)CC)CC=1N(C=NC1)C (2R,3S)-3-ethyl-2-[(3-methylimidazol-4-yl)methyl]-4-oxo-4-{[(phenoxycarbonyl)oxy]methoxy}butyl (9Z,12Z)-octadeca-9,12-dienoate